C(C1=CC=CC=C1)OC(N[C@H]1COC2=C(C1)C=CC(=C2)N2CC1(C(C2)NC(=O)OC(C)(C)C)OCCCC1)=O.FC(C1CNCCN1)(F)F 3-(trifluoromethyl)piperazine cis-benzyl-N-[(3R)-7-[4-[(tert-butoxycarbonyl)amino]-6-oxa-2-azaspiro[4.5]decan-2-yl]-3,4-dihydro-2H-1-benzopyran-3-yl]carbamate